NCC1(CC(CC(C1)(C)C)NC1CC(CC(C1)(C)C)(C)CN)C 3-(aminomethyl)-N-[3-(aminomethyl)-3,5,5-trimethyl-cyclohexyl]-3,5,5-trimethyl-cyclohexanamine